FC(C(C)(O)C)(CC[C@@H](C)[C@H]1CC[C@H]2/C(/CCC[C@]12C)=C/CN1N=C(N=N1)C1=CC=C(C=C1)C)F (6R)-3,3-difluoro-6-[(1R,3aS,7aR,E)-4-{2-[5-(4-methylphenyl)-2H-tetrazol-2-yl]ethylidene}-7a-methyloctahydro-1H-inden-1-yl]-2-methylheptan-2-ol